FC=1C(=C(C(=NC1[2H])C(OC1=C(C(N(C(=C1[2H])[2H])C1=C(C(=C2C3=C(N(C2=C1[2H])C([2H])([2H])[2H])C(C(NC3([2H])[2H])([2H])[2H])([2H])[2H])[2H])[2H])=O)[2H])([2H])[2H])[2H])[2H] 4-((5-fluoropyridin-2-yl-3,4,6-d3)methoxy-d2)-1-(5-(methyl-d3)-2,3,4,5-tetrahydro-1H-pyrido[4,3-b]indol-7-yl-1,1,3,3,4,4,6,8,9-d9)pyridin-2(1H)-one-3,5,6-d3